CC(C(=O)NC1=C(C(=O)O)C=CC=C1)=CC1=CC=C2C=CC=NC2=C1 2-(2-methyl-3-(quinolin-7-yl)acrylamido)benzoic acid